C(C)[C@]1(C(OCC=2C(N3CC=4N(C=5C6=C(C(=CC5C(C4C3=CC21)=O)F)[C@H](CC6)O)CC)=O)=O)O (3S,8S)-8,15-diethyl-4-fluoro-3,8-dihydroxy-1,2,3,11,14,15-hexahydro-6H,12H-cyclopenta[h]pyrano[3',4':6,7]indolizino[2,1-b]quinoline-6,9,12(8H)-trione